C(=C/C)/C=1C=CC=2N(C1)C=C(N2)CN2N=CC(=C2)C(=O)OCC ethyl (Z)-1-((6-(prop-1-en-1-yl)imidazo[1,2-a]pyridin-2-yl)methyl)-1H-pyrazole-4-carboxylate